FC(C=1C=CC2=C(NC(=N2)C=O)C1)(F)F 6-(trifluoromethyl)-1H-benzo[d]imidazole-2-carbaldehyde